2-(2,6-Dioxo-3-piperidyl)-4-[2-[2-[2-[2-(4-iodophenoxy)ethoxy]ethoxy]ethoxy]ethylamino]isoindoline-1,3-dione O=C1NC(CCC1N1C(C2=CC=CC(=C2C1=O)NCCOCCOCCOCCOC1=CC=C(C=C1)I)=O)=O